CCCCCCCCCCCCCCCCC(=O)O[C@H](COC(=O)CCC/C=C\C/C=C\C/C=C\C/C=C\C/C=C\CC)COP(=O)(O)OC[C@H](CO)O 1-(5Z,8Z,11Z,14Z,17Z-eicosapentaenoyl)-2-heptadecanoyl-glycero-3-phospho-(1'-sn-glycerol)